5-chloro-2-({[(2S,4R)-4-hydroxy-1-[(2S)-3-methyl-2-(3-methyl-1,2-oxazol-5-yl)butanoyl]pyrrolidin-2-yl]formamido}methyl)phenylboronic acid ClC=1C=CC(=C(C1)B(O)O)CNC(=O)[C@H]1N(C[C@@H](C1)O)C([C@@H](C(C)C)C1=CC(=NO1)C)=O